4'-(6-chloro-2-(((3R,3aR,6R,6aR)-6-hydroxyhexahydrofuro[3,2-b]furan-3-yl)oxy)-1H-benzo[d]imidazol-5-yl)-N-((2S,3R,4R,5R)-2,3,4,5,6-pentahydroxyhexyl)-[1,1'-biphenyl]-4-sulfonamide ClC=1C(=CC2=C(NC(=N2)O[C@H]2[C@@H]3[C@H](OC2)[C@@H](CO3)O)C1)C1=CC=C(C=C1)C1=CC=C(C=C1)S(=O)(=O)NC[C@@H]([C@H]([C@@H]([C@@H](CO)O)O)O)O